C(CCCCCCCC)C=1C(=C(C(=C2C=CC=CC12)S(=O)(=O)O)S(=O)(=O)O)CCCCCCCCC di-nonyl-naphthalenedisulfonic acid